4-[[1-(4-bromo-2,5-difluoro-phenyl)pyrazol-3-yl]oxymethyl]-3-fluoro-benzonitrile BrC1=CC(=C(C=C1F)N1N=C(C=C1)OCC1=C(C=C(C#N)C=C1)F)F